(S)-2-(3-aminoprop-1-yn-1-yl)-4-(((1-(2-(4-(4-chlorophenyl)-2,3,9-trimethyl-6H-thieno[3,2-f][1,2,4]triazolo[4,3-a][1,4]diazepin-6-yl)acetyl)piperidin-4-yl)methyl)amino)benzoic acid NCC#CC1=C(C(=O)O)C=CC(=C1)NCC1CCN(CC1)C(C[C@H]1C=2N(C3=C(C(=N1)C1=CC=C(C=C1)Cl)C(=C(S3)C)C)C(=NN2)C)=O